O1CCOC2=NC=C(C=C21)S(=O)(=O)N2CC1=C(C2)CN(C1)C(C(CO)C1=NC=CC=C1)=O 1-(5-[2H,3H-[1,4]dioxino[2,3-b]pyridine-7-sulfonyl]-1H,2H,3H,4H,5H,6H-pyrrolo[3,4-c]pyrrol-2-yl)-3-hydroxy-2-(pyridin-2-yl)propan-1-one